OCCN1CCC2(CC1)OC1=C(C2)C=C(C(=C1)N1CCOCC1)NC(=O)C=1C=NN2C1N=CC=C2 N-(1'-(2-hydroxyethyl)-6-morpholino-3H-spiro[benzofuran-2,4'-piperidin]-5-yl)pyrazolo[1,5-a]pyrimidine-3-carboxamide